Tert-butyl (2-((3-(2-(2,6-dioxopiperidin-3-yl)-1,3-dioxoisoindolin-5-yl)prop-2-yn-1-yl)oxy)ethyl)carbamate O=C1NC(CCC1N1C(C2=CC=C(C=C2C1=O)C#CCOCCNC(OC(C)(C)C)=O)=O)=O